(S)-5-((((3'-chloro-2'-(2-fluoro-3-((3-fluoro-4-(((2-hydroxyethyl)amino)methyl)pyridin-2-yl)amino)phenyl)-6-methoxy-[2,4'-bipyridin]-5-yl)methyl)amino)methyl)pyrrolidin-2-one ClC=1C(=NC=CC1C1=NC(=C(C=C1)CNC[C@@H]1CCC(N1)=O)OC)C1=C(C(=CC=C1)NC1=NC=CC(=C1F)CNCCO)F